6-methyl-1,3,5-triazin-2-amine CC1=NC=NC(=N1)N